C(C)(C)(C)OC(=O)N1[C@@H](CN(CC1)C=1C=C2C(=NC=NC2=CC1)NC1=CC(=C(C=C1)OC1=CC2=C(N(C=N2)C)C=C1)C)C.CN1N=NN=C1NC(C=CC1=CC=CC=C1)=O N-(1-methyl-tetrazol-5-yl)cinnamamide tert-butyl-(2R)-2-methyl-4-[4-({3-methyl-4-[(1-methyl-1,3-benzodiazol-5-yl)oxy]phenyl}amino)quinazolin-6-yl]piperazine-1-carboxylate